OC[C@H](C1=CC=CC=C1)NC1=NC(=NC=C1C1=NC(=NO1)C(C)(C)O)NC1=CC=C2C(NN(C2=C1)C)=O (S)-6-((4-((2-hydroxy-1-phenylethyl)amino)-5-(3-(2-hydroxypropan-2-yl)-1,2,4-oxadiazol-5-yl)pyrimidin-2-yl)amino)-1-methyl-1,2-dihydro-3H-indazol-3-one